N-((1r,4r)-4-Hydroxycyclohexyl)-2'-(4-methyl-1H-imidazol-2-yl)-[3,4'-bipyridine]-5-sulfonamide OC1CCC(CC1)NS(=O)(=O)C=1C=C(C=NC1)C1=CC(=NC=C1)C=1NC=C(N1)C